ClC1=CC=C(CN2N=C3C4=C(CCC3=C2)OC(=C4C)C(=O)N4[C@H](CCC4)C(=O)N)C=C1 1-{[2-(4-chlorobenzyl)-8-methyl-4,5-dihydro-2H-furo[2,3-g]indazol-7-yl]carbonyl}-D-prolinamide